(5-(2-fluoro-6-methoxyphenyl)-1H-pyrazolo[3,4-c]pyridin-3-yl)-N-methylpyridine-carboxamide FC1=C(C(=CC=C1)OC)C=1C=C2C(=CN1)NN=C2C=2C(=NC=CC2)C(=O)NC